5-(4,6-dichloro-5-hydroxypicolinamido)-2-(1-methylpiperidin-4-yl)-N-(2-(trifluoromethyl)benzyl)thiazole-4-carboxamide ClC1=CC(=NC(=C1O)Cl)C(=O)NC1=C(N=C(S1)C1CCN(CC1)C)C(=O)NCC1=C(C=CC=C1)C(F)(F)F